NC1=C2N=CN(C2=NC=N1)C12C(OC(O1)(C)C)COC2C(=O)NCCC#CC2=NC(=C(C=C2)F)\C=N/O 6-amino-9H-purin-9-yl-N-(4-(5-fluoro-6-((Z)-(hydroxyimino)methyl)pyridin-2-yl)but-3-yn-1-yl)-2,2-dimethyltetrahydrofuro[3,4-d][1,3]dioxole-4-carboxamide